(3S)-1-(pyrazin-2-yl)piperidin-3-amine trifluoroacetate FC(C(=O)O)(F)F.N1=C(C=NC=C1)N1C[C@H](CCC1)N